NCC(=O)NCSCCC1=C(C=C(C=C1)[N+](=O)[O-])Cl 2-amino-N-([[2-(2-chloro-4-nitrophenyl)ethyl]sulfanyl]-methyl)acetamide